C1=NC=C(C2=CC=CC=C12)C=1C=NN2C1C=C(C=C2)C(=O)NC2=CC=C(C=C2)CNC 3-(isoquinolin-4-yl)-N-(4-((methylamino)methyl)phenyl)pyrazolo[1,5-a]pyridine-5-carboxamide